N1=C(C=CC=C1)CN1C=CC2=CC(=CC=C12)C(=O)O 1-(pyridinylmethyl)-1H-indole-5-carboxylic Acid